C(C1=CC=CC=C1)OC(=O)N(C1=C(C=CC=C1)C(C(=O)OCC)(F)F)C ethyl 2-(2-((benzyloxycarbonyl) (methyl) amino)phenyl)-2,2-difluoroacetate